methyl 3-((6-(bis(tert-butoxycarbonyl)amino)-5-chloropyridin-3-yl)ethynyl)-2-fluorobenzoate C(C)(C)(C)OC(=O)N(C1=C(C=C(C=N1)C#CC=1C(=C(C(=O)OC)C=CC1)F)Cl)C(=O)OC(C)(C)C